4-(4-(4-((2,6-dioxopiperidin-3-yl)amino)-2-fluorophenyl)piperidin-1-yl)cyclohexane-1-carboxamide O=C1NC(CCC1NC1=CC(=C(C=C1)C1CCN(CC1)C1CCC(CC1)C(=O)N)F)=O